methyl (R)-3-bromo-6-(bromomethyl)-2-((tetrahydro-2H-pyran-3-yl)oxy)benzoate BrC=1C(=C(C(=O)OC)C(=CC1)CBr)O[C@H]1COCCC1